5-((R)-1-(3,5-dichloropyridin-4-yl)ethoxy)-3-(5-(1-methylpyrrolidin-3-yl)-1,4,5,6-tetrahydropyrrolo[3,4-d]imidazol-2-yl)-1H-indazole ClC=1C=NC=C(C1[C@@H](C)OC=1C=C2C(=NNC2=CC1)C1=NC2=C(N1)CN(C2)C2CN(CC2)C)Cl